N[C@]1([C@@H](CC[C@H](C1)CCB(O)O)CN1CCCCC1)C(=O)O |r| rac-(1R,2S,5R)-1-amino-5-(2-boronoethyl)-2-(piperidin-1-ylmethyl)cyclohexane-1-carboxylic acid